2-(1H-imidazol-1-yl)-N-((1r,4r)-4-methoxycyclohexyl)-6-methylpyrimidine-4-carboxamide N1(C=NC=C1)C1=NC(=CC(=N1)C(=O)NC1CCC(CC1)OC)C